(R)-(3-(3-cyclopropyl-1,2,4-thiadiazol-5-yl)-8-methyl-5,6-dihydro-[1,2,4]triazolo[4,3-a]pyrazin-7(8H)-yl)(4-(thiophen-3-yl)phenyl)methanone C1(CC1)C1=NSC(=N1)C1=NN=C2N1CCN([C@@H]2C)C(=O)C2=CC=C(C=C2)C2=CSC=C2